methyl 7-methoxy-1-methyl-2-(10-oxo-1,9-diazatricyclo[6.4.1.04,13]trideca-2,4(13),5,7-tetraen-2-yl)benzimidazole-5-carboxylate COC1=CC(=CC2=C1N(C(=N2)C=2N1CCC(NC3=CC=CC(C2)=C13)=O)C)C(=O)OC